4-chloro-2-((cyclohexyl-(methyl)amino)methyl)benzonitrile ClC1=CC(=C(C#N)C=C1)CN(C)C1CCCCC1